C(#N)C1=C(C=C(C=C1)C1=CC(=NN1C1=CC=C(C=C1)N1CCC(CC1)OCCCOP(=O)(OC)OC)C(=O)N1C[C@@H](CCC1)NC(OC(C)(C)C)=O)F Tert-butyl (R)-(1-(5-(4-cyano-3-fluorophenyl)-1-(4-(4-(3-((dimethoxyphosphoryl)oxy)propoxy)piperidin-1-yl)phenyl)-1H-pyrazole-3-carbonyl)piperidin-3-yl)carbamate